ethyl 2-(6-(difluoromethoxy)-[1,1'-biphenyl]-3-yl)-4-methyloxazole-5-carboxylate FC(OC1=CC=C(C=C1C1=CC=CC=C1)C=1OC(=C(N1)C)C(=O)OCC)F